5-[(2-{4-[5-chloro-2-(5,6-dihydro-1,4,2-dioxazin-3-yl)phenyl]-5-methoxy-2-oxopyridin-1(2H)-yl}-4-methoxybutyryl)amino]pyridine-2-carboxamide ClC=1C=CC(=C(C1)C1=CC(N(C=C1OC)C(C(=O)NC=1C=CC(=NC1)C(=O)N)CCOC)=O)C1=NOCCO1